N-(3-((dimethylamino)methyl)imidazo[1,2-a]pyridin-6-yl)-7-methyl-1H-indole CN(C)CC1=CN=C2N1C=C(C=C2)N2C=CC1=CC=CC(=C21)C